2-methoxy-1-(4-((2-((5-(5-methyl-1H-pyrazol-4-yl)thiazolo[5,4-b]pyridin-2-yl)amino)pyridin-4-yl)methyl)piperazin-1-yl)ethanone COCC(=O)N1CCN(CC1)CC1=CC(=NC=C1)NC=1SC2=NC(=CC=C2N1)C=1C=NNC1C